NC=1N=NC(=CC1N1CC2CCC(C1)N2C=2C=C(OCCN1CCN(CC1)C(=O)C1CC3(CN(C3)C(=O)OC(C)(C)C)C1)C=CC2)C2=C(C=CC=C2)O tert-butyl 6-[4-[2-[3-[3-[3-amino-6-(2-hydroxyphenyl)pyridazin-4-yl]-3,8-diazabicyclo[3.2.1]octan-8-yl]phenoxy]ethyl]piperazine-1-carbonyl]-2-azaspiro[3.3]heptane-2-carboxylate